3-Chloro-2-cyclopropoxyaniline ClC=1C(=C(N)C=CC1)OC1CC1